N[C@H](CC)C1=NC(=CC2=C1CN(C2=O)C2=NC(=CC=C2)C=2N1C(=NN2)CC[C@@H]1C)N1[C@@H](CCC1)C 4-[(1R)-1-aminopropyl]-2-{6-[(5S)-5-methyl-6,7-dihydro-5H-pyrrolo[2,1-c][1,2,4]triazol-3-yl]pyridin-2-yl}-6-[(2R)-2-methylpyrrolidin-1-yl]-2,3-dihydro-1H-pyrrolo[3,4-c]pyridin-1-one